2-((2-methoxyethyl)sulfinyl)-6-(pyridin-3-yl)-4-(trifluoromethyl)thieno[2,3-b]pyridin-3-amine COCCS(=O)C1=C(C=2C(=NC(=CC2C(F)(F)F)C=2C=NC=CC2)S1)N